phenoxyisobutyl-phosphine chloride [Cl-].O(C1=CC=CC=C1)PCC(C)C